Cis-N-(3-Chloro-4-fluorophenyl)-5-(4-fluorophenyl)-2-methyl-1,2,6-thiadiazinane-3-carboxamide 1,1-dioxide ClC=1C=C(C=CC1F)NC(=O)[C@@H]1N(S(N[C@@H](C1)C1=CC=C(C=C1)F)(=O)=O)C